N1(CCCCC1)C1=NC=CC(=C1)C=1C=C2C=CNC2=CC1 5-[2-(piperidin-1-yl)pyridin-4-yl]-1H-indol